The molecule is an enone that is cyclohexa-2,5-dien-1-one substituted by hydroxy groups at positions 3 and 5 and geminal methyl groups at position 4. It has a role as a metabolite. It is an enol and an enone. It derives from a phloroglucinol. CC1(C(=CC(=CC1=O)O)O)C